dihydropyrazolothiazine C1=CNSC2=C1NN=C2